3-((4-(((1-(4-(5,7-dimethoxy-4-oxo-3,4-dihydroquinazolin-2-yl)phenyl)piperidin-4-yl)(methyl)amino)methyl)phenyl)amino)piperidine-2,6-dione COC1=C2C(NC(=NC2=CC(=C1)OC)C1=CC=C(C=C1)N1CCC(CC1)N(C)CC1=CC=C(C=C1)NC1C(NC(CC1)=O)=O)=O